NC1=NC=C(C=N1)C=1N=CN2C1N(C(C1=CC(=CC(=C21)C(C)NC=2C(=NC(=CC2)Cl)C=2N=NN(N2)CC)C)=O)C 3-(2-aminopyrimidin-5-yl)-9-(1-((6-chloro-2-(2-ethyl-2H-tetrazol-5-yl)pyridin-3-yl)amino)ethyl)-4,7-dimethylimidazo[1,5-a]quinazolin-5(4H)-one